C(C1=CC=CC=C1)OC1=C(C=CC2=C1CCO2)Br 4-benzyloxy-5-bromo-2,3-dihydrobenzofuran